10-(2-chlorophenyl)-6-(2,6-dimethylphenyl)-2,2-dioxo-9-oxa-2λ6-thia-3,5,12,19-tetrazatricyclo[12.3.1.14,8]nonadeca-1(18),4(19),5,7,14,16-hexaen-13-one ClC1=C(C=CC=C1)C1OC2=CC(=NC(NS(C=3C=CC=C(C(NC1)=O)C3)(=O)=O)=N2)C2=C(C=CC=C2C)C